2-Oxoleucine CC(C)CC(=O)C(=O)O